tert-Butyl N-(10-bromo-6,7-dichloro-2-(2-methoxyethyl)-1-oxo-3,4-dihydropyrazino[1,2-a]indol-9-yl)carbamate BrC1=C2N(C=3C(=C(C=C(C13)NC(OC(C)(C)C)=O)Cl)Cl)CCN(C2=O)CCOC